P(=O)(OC(C)(C)C)(OC(C)(C)C)OCN1N=C(N=C1C=1N=C2N(C=C(C=N2)F)C1C=1N=CN(C1)S(N(C)C)(=O)=O)C(F)(F)F di-tert-butyl ((5-(3-(1-(N,N-dimethylsulfamoyl)-1H-imidazol-4-yl)-6-fluoroimidazo[1,2-a]pyrimidin-2-yl)-3-(trifluoromethyl)-1H-1,2,4-triazol-1-yl)methyl) phosphate